FC=1C=C(OC2=C3C(C(C3=C(C=C2)I)O)(F)F)C=C(C1)F 2-(3,5-difluorophenoxy)-8,8-difluoro-5-iodobicyclo[4.2.0]octa-1,3,5-triene-7-ol